C(=O)(O)C1=CC=CC2=CC(=CC=C12)N 1-carboxy-6-aminonaphthalene